IC=1N=C(N2N=CN=C(C21)N)[C@@H](C(F)(F)F)C (S)-5-iodo-7-(1,1,1-trifluoropropan-2-yl)imidazo[5,1-f][1,2,4]triazin-4-amine